O=C1[C@]2(C=3C(=NC=CC3)N1)CCC1=C(C=C(O1)C(=O)OCC)C2 Ethyl (R)-2'-oxo-1',2',6,7-tetrahydro-4H-spiro[benzofuran-5,3'-pyrrolo[2,3-b]pyridine]-2-carboxylate